FC1=C2CCC2=C(C=2CCC12)N=C=O 2-fluoro-7-isocyanato-tricyclo[6.2.0.03,6]deca-1,3(6),7-triene